(rac)-((1s,3s)-3-hydroxy-3-methylcyclobutyl)(6-(4-methyl-3-(trifluoromethyl)phenoxy)-2-azaspiro[3.4]oct-2-yl)methanone OC1(CC(C1)C(=O)N1CC2(C1)C[C@@H](CC2)OC2=CC(=C(C=C2)C)C(F)(F)F)C |r|